1,5-diethyl-9,10-bis(n-propoxycarbonyloxy)anthracene C(C)C1=CC=CC2=C(C3=C(C=CC=C3C(=C12)OC(=O)OCCC)CC)OC(=O)OCCC